COC1=CC=CC2=C1N=C1N2CCN(C1)CCCCOC1=CC=C2C=CC(NC2=C1)=O 7-(4-(9-methoxy-3,4-dihydrobenzo[4,5]imidazo[1,2-a]pyrazin-2(1H)-yl)butoxy)quinolin-2(1H)-one